2-(4-bromo-2,3-difluorophenoxy)cyclopentanol BrC1=C(C(=C(OC2C(CCC2)O)C=C1)F)F